(R)-3-(1-acetyl-4-hydroxypiperidin-4-yl)-8-(benzyloxy)-5-((1-(3-(difluoromethyl)-2-fluorophenyl)ethyl)amino)-1,7-dimethyl-1,6-naphthyridin-2(1H)-one C(C)(=O)N1CCC(CC1)(O)C=1C(N(C2=C(C(=NC(=C2C1)N[C@H](C)C1=C(C(=CC=C1)C(F)F)F)C)OCC1=CC=CC=C1)C)=O